O=C1NC(C=C1C=1C=CC2=C(N(C(=N2)CN2CCC(CC2)C2=CC=CC(=N2)OCC2=C(C=C(C#N)C=C2)F)CC2=CN=CS2)C1)=O 4-(((6-(1-((6-(2,5-dioxo-2,5-dihydro-1H-pyrrol-3-yl)-1-(thiazol-5-ylmethyl)-1H-benzo[d]imidazol-2-yl)methyl)piperidin-4-yl)pyridin-2-yl)oxy)methyl)-3-fluorobenzonitrile